C(C(=C)C)(=O)OCCNC(=O)N N-(2-methacryloxyethyl)urea